C1(CC1)C=1C(=NON1)C(=O)N[C@H](C(=O)NC1=NC=CC(=C1)C(NC(CCC(F)(F)F)=O)C1CC1)C1CCC(CC1)C 4-Cyclopropyl-N-((1S)-2-((4-(cyclopropyl(4,4,4-trifluorobutanamido)-methyl)pyridin-2-yl)amino)-1-((1r,4S)-4-methylcyclohexyl)-2-oxoethyl)-1,2,5-oxadiazole-3-carboxamide